C(CCC)OC1=CC=C(C=C1)S(=O)(=O)NCCCN1CCN(CC1)C1=C(C(=CC=C1)Cl)Cl 4-butoxy-N-(3-(4-(2,3-dichlorophenyl)piperazin-1-yl)propyl)benzenesulfonamide